9-(4-((1-(3-Fluoropropyl)azetidin-3-yl)methyl)phenyl)-8-(4-((trifluoromethyl)sulfonyl)phenyl)-6,7-dihydro-5H-benzo[7]annulen FCCCN1CC(C1)CC1=CC=C(C=C1)C1=C(CCCC2=C1C=CC=C2)C2=CC=C(C=C2)S(=O)(=O)C(F)(F)F